(S)-pyrazolo[1,5-a]pyridin-3-yl(4-(4-(trifluoromethyl)pyrazolo[1,5-a]pyridin-2-yl)-6,7-dihydro-1H-imidazo[4,5-c]pyridin-5(4H)-yl)methanone N1=CC(=C2N1C=CC=C2)C(=O)N2[C@@H](C1=C(CC2)NC=N1)C1=NN2C(C(=CC=C2)C(F)(F)F)=C1